C1CCC2=C(C=CC=C12)NC1=C(C=C2C(=N1)N(N=C2N)CCN(C)C)F N6-(2,3-dihydro-1H-inden-4-yl)-1-(2-(dimethylamino)ethyl)-5-fluoro-1H-pyrazolo[3,4-b]pyridine-3,6-diamine